O1CC(C1)C1=NC=C2N1C=CC(=C2)C(=O)N 3-(oxetan-3-yl)imidazo[1,5-a]Pyridine-7-carboxamide